4-(N-t-butoxycarbonylamino)-1-butanol C(C)(C)(C)OC(=O)NCCCCO